O=C1NC(CCC1N1C(C2=CC=CC(=C2C1)C#CCCC(=O)N)=O)=O 5-(2-(2,6-dioxopiperidin-3-yl)-1-oxoisoindolin-4-yl)pent-4-ynamide